C(C)(=O)OC\C=C\CCCCCC\C=C\COC(C)=O (2E,10E)-dodeca-2,10-diene-1,12-diyl diacetate